1-methyl-7-[4-[2-(1,2,4-triazol-4-yl)ethoxy]phenoxy]indazole-5-carboxamide CN1N=CC2=CC(=CC(=C12)OC1=CC=C(C=C1)OCCN1C=NN=C1)C(=O)N